2,5-dioxopyrrolidin-1-yl (1-((4-fluoro-2-(trifluoromethyl)phenyl)sulfonyl)-5-methoxypentan-2-yl) carbonate C(ON1C(CCC1=O)=O)(OC(CS(=O)(=O)C1=C(C=C(C=C1)F)C(F)(F)F)CCCOC)=O